BrC=1C=C(C=CC1C(Br)Br)C(C#N)(C)C 2-(3-Bromo-4-(dibromomethyl)phenyl)-2-methylpropionitrile